3-(4-isopropylphenyl)propanenitrile C(C)(C)C1=CC=C(C=C1)CCC#N